3-Amino-6-(2,2,2-trifluoroethyl)picolinamide NC=1C(=NC(=CC1)CC(F)(F)F)C(=O)N